FC(CCC=1N=CC2=C(N1)NC=C2)(F)F 2-(3,3,3-trifluoropropyl)-7H-pyrrolo[2,3-d]pyrimidine